Cl.NC1=NC=2C3=C(C(CC2C=N1)(C)C)C(N(N3)CCCN)C(=O)OCC Ethyl 8-amino-2-(3-aminopropyl)-4,4-dimethyl-4,5-dihydro-1H-pyrazolo[4,3-h]quinazoline-3-carboxylate hydrochloride